C(C)(C)(C)N=P1(N(CCCN1C)C)N(CC)CC 2-tert-butylimino-2-diethylamino-1,3-Dimethylperhydro-1,3,2-diazaphosphorin